[7-[2-fluoro-4-(trifluoromethyl)phenoxy]-2-azaspiro[3.5]nonan-2-yl]-[(3S)-3-(4H-1,2,4-triazol-3-yl)pyrrolidin-1-yl]methanone FC1=C(OC2CCC3(CN(C3)C(=O)N3C[C@H](CC3)C3=NN=CN3)CC2)C=CC(=C1)C(F)(F)F